6-Amino-3-((1S,3S)-4'-chloro-3-cyano-3-methyl-1',2'-dihydrospiro[cyclopentane-1,3'-pyrrolo[2,3-b]pyridin]-5'-yl)-2-fluoro-N,N-dimethylbenzamide NC1=CC=C(C(=C1C(=O)N(C)C)F)C=1C(=C2C(=NC1)NC[C@@]21C[C@@](CC1)(C)C#N)Cl